FC=1C=C(CNC(OC(C)(C)C)=O)C=CC1B1OC(C(O1)(C)C)(C)C tert-butyl (3-fluoro-4-(4,4,5,5-tetramethyl-1,3,2-dioxaborolan-2-yl)benzyl)carbamate